7-bromo-2-(trifluoromethyl)pyrido[3,2-d]pyrimidin-4-ol BrC1=CC=2N=C(N=C(C2N=C1)O)C(F)(F)F